C(C1=CC=CC=C1)OC(=O)[C@H]1NC(C2=NC3=CC=CC=C3C2C1)(CO)CO (3S)-1,1-dimethylol-tetrahydro-β-carboline-3-carboxylic acid benzyl ester